2-(2-(4'-((Tert-Butoxycarbonyl)amino)-[1,1'-biphenyl]-3-carboxamido)acrylamido)acrylic acid methyl ester COC(C(=C)NC(C(=C)NC(=O)C=1C=C(C=CC1)C1=CC=C(C=C1)NC(=O)OC(C)(C)C)=O)=O